2-chloro-6-methoxy-4-(1,4,5-trimethyl-6-oxo-3-pyridinyl)benzaldehyde ClC1=C(C=O)C(=CC(=C1)C1=CN(C(C(=C1C)C)=O)C)OC